FC(C(=O)O)(F)F.N1(CCNCCN(CCNCC1)C(=O)OCC1=CC=CC=C1)C(=O)OCC1=CC=CC=C1 dibenzyl 1,4,7,10-tetraazacyclododecane-1,7-dicarboxylate trifluoroacetate